(R)-2-(4-cyano-2-methoxyphenoxy)-5-(4-(difluoromethyl)phenyl)-4-methyl-N-(2-(S-methylsulfonimidoyl)pyridin-4-yl)nicotinamide C(#N)C1=CC(=C(OC2=C(C(=O)NC3=CC(=NC=C3)[S@@](=O)(=N)C)C(=C(C=N2)C2=CC=C(C=C2)C(F)F)C)C=C1)OC